[C@H]12CN(C[C@H](CC1)N2)C=2C1=C(N=C(N2)OCC23CCCN3CCC2)C(=C(N=C1)C1=C(C(=CC=C1)F)C(C)C)F 4-((1R,5S)-3,8-diazabicyclo[3.2.1]octan-3-yl)-8-fluoro-7-(3-fluoro-2-isopropylphenyl)-2-((hexahydro-1H-pyrrolizin-7a-yl)methoxy)pyrido[4,3-d]pyrimidine